FC1=C(C=C(C=C1)F)[C@@H]1N(CCC1)C=1N=C2C(=CC=NC2=CC1)NC1CC(CC1)O 3-((6-((R)-2-(2,5-difluorophenyl)pyrrolidin-1-yl)-1,5-naphthyridin-4-yl)amino)cyclopentan-1-ol